C(CC)N1C(N(C2C1N(C(N2CCS)=O)CCC)CCS)=O 1,6-dipropyl-3,4-bis(2-sulfanylethyl)-3a,6a-dihydroimidazo[4,5-d]imidazole-2,5-dione